heptaneotriacontan C1C(CCCCCCCCCCCCCCCCCCCCCCCCCCCC)CCCCCCC1